C(C)OC(=O)C1=C(C2=C(S1)C(=CC=C2F)F)C 4,7-difluoro-3-methylbenzo[b]thiophene-2-carboxylic acid ethyl ester